(S)-2-(1-acryloylpyrrolidin-2-yl)-1-amino-4-(4-((4-(trifluoromethyl)pyridin-2-yl)carbamoyl)phenyl)-1H-imidazole-5-carboxamide C(C=C)(=O)N1[C@@H](CCC1)C=1N(C(=C(N1)C1=CC=C(C=C1)C(NC1=NC=CC(=C1)C(F)(F)F)=O)C(=O)N)N